CC1(CN2C(OC1)=C(C=N2)S(=O)(N)=NC(C2=CC=CC=C2)(C2=CC=CC=C2)C2=CC=CC=C2)C 6,6-dimethyl-N'-trityl-6,7-dihydro-5H-pyrazolo[5,1-b][1,3]oxazine-3-sulfonimidamide